OCCN1CCN(CC1)C(C)S(=O)(=O)O 4-(2-hydroxyethyl)piperazine-1-yl-ethanesulfonic acid